2,2-difluoro-3-methoxypropyl trifluoromethanesulfonate FC(S(=O)(=O)OCC(COC)(F)F)(F)F